O[C@@H]1[C@H](CCC1)NC(OC(C)(C)C)=O tert-butyl N-[(1S,2S)-2-hydroxycyclopentyl]carbamate